C(CC)OP(OCCC)(=O)CC(=NO)N (2-amino-2-(hydroxyimino)ethyl)phosphonic acid dipropyl ester